NC1(CCCCC1)C(C)(C)C1(CCCCC1)N bis-(aminocyclohexyl)propane